CC(C1=CC=CC=C1)C=1C(=C(C=CC1)O)C(C1=CC=CC=C1)C bis(alpha-methylbenzyl)phenol